Methyl 2-(6-oxo-2-phenyl-5-(5-phenyl-1-((2-(trimethylsilyl)ethoxy)methyl)-1H-1,2,4-triazole-3-carboxamido)pyrimidin-1(6H)-yl)acetate O=C1C(=CN=C(N1CC(=O)OC)C1=CC=CC=C1)NC(=O)C1=NN(C(=N1)C1=CC=CC=C1)COCC[Si](C)(C)C